CC=1C=C(CCOB(O)O)C=C(C1)C=C (3-methyl-5-vinylphenethyl)boric acid